NC/C(/CN1N=C2C(C(N(CC2)CC)=O)=C1)=C\F (E)-2-(2-(aminomethyl)-3-fluoroallyl)-5-ethyl-2,5,6,7-tetrahydro-4H-pyrazolo[4,3-c]pyridin-4-one